C1NCC2C=3C(=CC=CC13)CCC2 2,3,3a,4,5,6-hexahydro-1H-benz[de]isoquinolin